4-chloro-2-[(2E,4E)-5-[(1R,2R,6R)-3-(ethylamino)-1,2,6-trimethylcyclohexyl]-3-methylpenta-2,4-dien-1-yl]-3-methoxy-6-[(1E)-(methoxyimino)methyl]-5-methylphenol ClC1=C(C(=C(C(=C1C)/C=N/OC)O)C\C=C(\C=C\[C@@]1([C@H](C(CC[C@H]1C)NCC)C)C)/C)OC